3-(2-bromoethyl)bromobenzene BrCCC=1C=C(C=CC1)Br